C(C1=CC=CC=C1)OC(CCC1=C(C(=C(OC(C(=O)O)(C)C)C=C1)Cl)Cl)C=1SC(=CC1)C1=CC=C(C=C1)C(F)(F)F 2-(4-(3-(benzyloxy)-3-(5-(4-(trifluoromethyl)phenyl)thien-2-yl)propyl)-2,3-dichlorophenoxy)-2-methylpropanoic acid